N1(CCCCC1)C=1SC=2C(=NC(=C(C2)N)N2CCCCC2)N1 2,5-bis(piperidin-1-yl)thiazolo[4,5-b]pyridin-6-amine